5-((1S,2S)-1-(6-chloro-1,1-dioxido-3,4-dihydro-2H-benzo[e][1,2]thiazin-2-yl)-2-(6-fluoro-2,3-dimethylphenyl)propyl)-1,3,4-oxadiazol-2(3H)-one ClC=1C=CC2=C(CCN(S2(=O)=O)[C@@H]([C@@H](C)C2=C(C(=CC=C2F)C)C)C2=NNC(O2)=O)C1